FC=1C=C(C(=O)N2CCC(CC2)N2CC(C2)(N2N=CC(=C2)C=2C3=C(N=CN2)NC=C3)CC#N)C=CC1C1=C3C=CC=NC3=CC=C1 {1-[1-(3-fluoro-4-quinolin-5-ylbenzoyl)piperidin-4-yl]-3-[4-(7H-pyrrolo[2,3-d]pyrimidin-4-yl)-1H-pyrazol-1-yl]azetidin-3-yl}acetonitrile